C1(CCC1)C1=NN(C(=C1C)NC(=O)NC1CC(C1)(F)F)C 1-(3-cyclobutyl-1,4-dimethyl-1H-pyrazol-5-yl)-3-(3,3-difluorocyclobutyl)urea